N,N-dimethyl-1-(2-decyloxy-5-ethyl-3-methoxyphenyl)methylamine CN(C)CC1=C(C(=CC(=C1)CC)OC)OCCCCCCCCCC